N-(3-(2-(methyl-d3)-7-(methylthio)-2,3-dihydro-[1,4]dioxino[2,3-c]pyridin-5-yl)-1H-pyrrolo[2,3-c]pyridin-5-yl)acetamide C(C1OC2=C(C(=NC(=C2)SC)C2=CNC3=CN=C(C=C32)NC(C)=O)OC1)([2H])([2H])[2H]